CON(C(CCCCCC(=O)OCCC(CCCCCCCC)CCCCCCCC)=O)C 3-octylundecyl 7-(methoxy (methyl) amino)-7-oxoheptanoate